OCCS(=O)(=O)NC1=CC(=C(C(=O)NC2=CC=C3C4CCCCC4N(C3=C2)S(=O)(=O)C)C=C1)N1CCC2(CC2)CC1 4-((2-hydroxyethyl)sulfonamido)-N-(9-(methylsulfonyl)-2,3,4,4a,9,9a-hexahydro-1H-carbazol-7-yl)-2-(6-azaspiro[2.5]octan-6-yl)benzamide